COC(=O)N1CC2=CC=C(C=C2CC1(C)C)Br 6-bromo-3,3-dimethyl-3,4-dihydroisoquinoline-2(1H)-carboxylic acid methyl ester